(E)-3-(4-((E)-2-(2-cyanophenyl)-1-(1H-indazol-5-yl)but-1-en-1-yl)phenyl)acrylic acid C(#N)C1=C(C=CC=C1)/C(=C(/C=1C=C2C=NNC2=CC1)\C1=CC=C(C=C1)/C=C/C(=O)O)/CC